COC(C(C(=O)OC)C1=C(C=C(C=C1CC)C)CC)=O 2,6-diethyl-4-methyl-phenylmalonic acid dimethyl ester